C12C(C(CCC1)CC[Si](OC)(OC)OC)O2 2-(3-epoxycyclohexyl)ethyl-trimethoxysilane